[Bi].[Pb].[Bi] bismuth lead bismuth